N-(1-(5-fluoro-2-methylphenyl)-1-hydroxy-2-methylpropan-2-yl)-6,7-dihydro-5H-cyclopenta[b]pyridine-3-carboxamide FC=1C=CC(=C(C1)C(C(C)(C)NC(=O)C=1C=C2C(=NC1)CCC2)O)C